BrC1=C(C(=C(C(=O)N)C(=C1)N1CCC2(CC2)CC1)F)CCO 4-Bromo-2-fluoro-3-(2-hydroxyethyl)-6-(6-azaspiro[2.5]oct-6-yl)benzamide